Methyl 3-(8-acetyl-2-oxo-1,8-diazaspiro[4.5]decan-3-yl)-2-((S)-2-((((4,4-difluorocyclohexyl)methoxy)carbonyl)amino)-4-methylpentanamido)propanoate C(C)(=O)N1CCC2(CC(C(N2)=O)CC(C(=O)OC)NC([C@H](CC(C)C)NC(=O)OCC2CCC(CC2)(F)F)=O)CC1